COC([C@@H](N(C(=O)N1C[C@H](N(CC1)C(=O)C1[N@](C1)C(C1=CC=CC=C1)(C1=CC=CC=C1)C1=CC=CC=C1)C)C)C(C)C)=O.ClC1=C(C(=O)NC2=CC(=CC(=C2)Cl)Cl)C=CC=C1 2-chloro-N-(3,5-dichlorophenyl)benzamide methyl-N-methyl-N-((R)-3-methyl-4-((S)-1-tritylaziridine-2-carbonyl)piperazine-1-carbonyl)-L-valinate